OC(CCCO)C12CN(CC(CC1)N2C(=O)OC(C)(C)C)C(C2=CC=CC=C2)(C2=CC=CC=C2)C2=CC=CC=C2 tert-butyl 1-(1,4-dihydroxybutyl)-3-trityl-3,8-diazabicyclo[3.2.1]octane-8-carboxylate